C(C)(=O)O[C@@H](C(=O)O)[C@H](C(=O)OCN1N=CC(=C1)C=1SC=C(N1)C(NC=1C(=NN(C1)C1CCC(CC1)OCC)C1=NC(=CC=C1F)F)=O)OC(C)=O (2R,3R)-2,3-diacetoxy-4-((4-(4-((3-(3,6-difluoropyridin-2-yl)-1-((1r,4r)-4-ethoxycyclohexyl)-1H-pyrazol-4-yl)carbamoyl)thiazol-2-yl)-1H-pyrazol-1-yl)methoxy)-4-oxobutanoic acid